4-chloro-2-(methylthio)pyrimidine-5-carbonyl chloride ClC1=NC(=NC=C1C(=O)Cl)SC